C(C)(C)(C)[S@@](=O)N[C@H](COC1CCC1)C1=CC=2N(N=C1)C=C(N2)[C@H](C2CCC(CC2)(F)F)NC(OC(C)(C)C)=O |o1:7| tert-butyl ((S)-(7-((S*)-1-(((R)-tert-butylsulfinyl)amino)-2-cyclobutoxyethyl)imidazo[1,2-b]pyridazin-2-yl)(4,4-difluorocyclohexyl)methyl)carbamate